(5R)-10-bromo-9-chloro-11-fluoro-4,5,6-trimethyl-2-(methylsulfonyl)-4,5,6,7-tetrahydro-[1,5]oxazocino[4,3,2-de]quinazoline BrC=1C(=C2C=3C(=NC(=NC3C1F)S(=O)(=O)C)N([C@@H](C(CO2)C)C)C)Cl